ethyl 2-(4-acetyl-2-((7-(3-(((tert-butoxycarbonyl)amino)methyl)phenyl)benzofuran-5-yl)methoxy)phenyl)acetate C(C)(=O)C1=CC(=C(C=C1)CC(=O)OCC)OCC=1C=C(C2=C(C=CO2)C1)C1=CC(=CC=C1)CNC(=O)OC(C)(C)C